ClC1=C(C(=NN1C1=CC=CC=C1)C)C(=O)NC(C1=C(C=CC=C1)C)C=1SC(=C(N1)C)C 5-chloro-N-((4,5-dimethylthiazol-2-yl)(o-tolyl)methyl)-3-methyl-1-phenyl-1H-pyrazole-4-carboxamide